NCCN(C1=CC=C(C=C1)C#CC1=CC=C(C=C1)/C=C/C(=O)OC)C methyl (2E)-3-[4-(2-{4-[(2-aminoethyl)(methyl)amino]phenyl} ethynyl) phenyl]prop-2-enoate